(S)-5-amino-5-carboxypentan-1-aminium (2R,3R)-2-(3,4-dihydroxyoxidophenyl)-3,5-dihydroxy-4-oxochroman-7-olate OC=1C(=C(C=CC1O)[C@H]1OC2=CC(=CC(=C2C([C@@H]1O)=O)O)[O-])[O-].N[C@@H](CCCC[NH3+])C(=O)O.N[C@@H](CCCC[NH3+])C(=O)O